ClC(=CC(F)F)F 1-chloro-1,3,3-trifluoropropene